N2,6-dimethyl-N4-(3-(pyrazin-2-yl)phenyl)pyrimidine-2,4-diamine CNC1=NC(=CC(=N1)NC1=CC(=CC=C1)C1=NC=CN=C1)C